C1NCC12CC(C2)CNC(=O)C2=CC1=C(N3C(S1)=NC(=C3)C3=CC=C(C=C3)C(NC)=O)C=C2 N-((2-azaspiro[3.3]hept-6-yl)methyl)-2-(4-(methylcarbamoyl)phenyl)benzo[d]imidazo[2,1-b]thiazole-7-carboxamide